6-Chloro-N-(methyl-d3)-4-((1-methyl-5-(1-methyl-1H-pyrazol-4-yl)-4-oxo-4,5-dihydro-1H-pyrrolo[3,2-c]pyridin-3-yl)amino)nicotinamide ClC1=NC=C(C(=O)NC([2H])([2H])[2H])C(=C1)NC1=CN(C2=C1C(N(C=C2)C=2C=NN(C2)C)=O)C